4-(tert-butyl)-N-(6'-ethoxy-3-(2H-tetrazol-5-yl)-[2,3'-bipyridyl]-5-yl)piperidine-1-carboxamide C(C)(C)(C)C1CCN(CC1)C(=O)NC=1C=C(C(=NC1)C=1C=NC(=CC1)OCC)C=1N=NNN1